p-menth-1-ene-8-ol C1(=CCC(CC1)C(C)(C)O)C